1,1'-dihydroxy-5,5'-bitetrazole dihydroxyamine salt ONO.ON1N=NN=C1C1=NN=NN1O